gold-silver-platinum-silver [Ag].[Pt].[Ag].[Au]